C(C)[Si](OC12CNCC(CC1)N2C(=O)[O-])(CC)CC (triethyl silyloxy)-3,8-diazabicyclo[3.2.1]octane-8-carboxylate